C(C(C)(C)C)[SiH](O[Si](C)(C)O[SiH](C)C)CC(C)(C)C dineopentyl-[(dimethylsiloxy)dimethyl-siloxy]silane